COC1=CC=C(C=C1)NC1=NC=2C=CC=CC2C2=C1N=C(N2)C2CCCC2 N-(4-Methoxy-phenyl)-2-cyclopentyl-1H-imidazo[4,5-c]quinolin-4-amine